C(CCCCCCCCCCCCCCCCCCC)OC(CCCCCCCCCCCCCCCCCCCCC)=O Arachidylbehenat